O1C=NCCCC1 4,5,6,7-tetrahydro-1,3-oxaazepine